COC=1C=C(C=CC1OCC)C1=NC2=CC(=CC(=C2C(C1OCC)=O)OCC)OCC 2-(3-methoxy-4-ethoxyphenyl)-3,5,7-triethoxyquinolin-4-one